CNC(=O)C1=CC=C2C=C(NC2=C1)C=1C=NC(=CC1)OC1=CC=C(C=C1)C=1NC2=CC(=CC=C2C1)C(NC)=O N-methyl-2-(6-(4-(6-(N-methylcarbamoyl)-1H-indol-2-yl)phenoxy)pyridin-3-yl)-1H-indole-6-carboxamide